N1=CC=CC(=C1C(=O)O)C(=O)O pyridine-5,6-dicarboxylic acid